C1(CC1)C=1C(=CC=2N(N1)C=CN2)O 6-cyclopropylimidazo[1,2-b]pyridazin-7-ol